ClC1=C(C=2C(=C3N(CCN=C3)C2N=C1)C)C 3-chloro-4,5-dimethyl-8,9-dihydropyrido[3',2':4,5]pyrrolo[1,2-a]pyrazin